(2S,5R)-3-(4-Amino-2-fluorophenethyl)-2-(1-(4-fluorophenyl)-3-(furan-3-yl)-1H-pyrazol-4-yl)-5-methyloxazole NC1=CC(=C(CCN2[C@@H](OC(=C2)C)C=2C(=NN(C2)C2=CC=C(C=C2)F)C2=COC=C2)C=C1)F